(S)-3-(3-(4-chlorophenyl)pyrrolidine-1-carbonyl)-5-(2,4,5-trifluoro-3-hydroxyphenyl)isoxazole-4-carbonitrile ClC1=CC=C(C=C1)[C@H]1CN(CC1)C(=O)C1=NOC(=C1C#N)C1=C(C(=C(C(=C1)F)F)O)F